CC1(OC2C(O1)C=1C=CC=CC1C2)C=O 2-methyl-2H,3aH,8H,8aH-indeno[1,2-d][1,3]dioxole-2-carbaldehyde